(3-(6-(1-(difluoromethyl)-1H-pyrazol-4-yl)pyrrolo[2,1-f][1,2,4]triazin-4-yl)-3,8-diazabicyclo[3.2.1]octan-8-yl)((1S,2S)-2-(hydroxymethyl)cyclopropyl)methanone FC(N1N=CC(=C1)C=1C=C2C(=NC=NN2C1)N1CC2CCC(C1)N2C(=O)[C@@H]2[C@H](C2)CO)F